2-(2,3,4,9-tetrahydro-1H-carbazole-9-carbonyl)benzoic acid C1CCCC=2C3=CC=CC=C3N(C12)C(=O)C1=C(C(=O)O)C=CC=C1